S1C(CC1)SC1SCC1 thietanyl sulfide